2-methyl-3-(1H-pyrazol-1-yl)propionic acid CC(C(=O)O)CN1N=CC=C1